2-Fluoro-4-hydroxy-3-((2-methylallyl)oxy)benzoic acid FC1=C(C(=O)O)C=CC(=C1OCC(=C)C)O